C(C1=CC=CC=C1)OC(=O)NCCOC1=C(COC2CC3(C2)CCN(CC3)C(=O)OC(C)(C)C)C=CC=C1 tert-Butyl 2-((2-(2-(((benzyloxy)carbonyl)amino)ethoxy)benzyl)oxy)-7-azaspiro[3.5]nonane-7-carboxylate